C(C)C1=NC=C(C(=N1)NC1=NNC2=CC(=CC=C12)[C@@H]1C[C@@]12C(NC1=CC=C(C=C21)OC)=O)OC (1R,2S)-2-{3-[(2-ethyl-5-methoxypyrimidin-4-yl)amino]-1H-indazol-6-yl}-5'-methoxyspiro[cyclopropane-1,3'-indol]-2'(1'H)-one